CS(=O)(=O)OCCOCCNC(COC1=C2C(N(C(C2=CC=C1)=O)C1C(NC(CC1)=O)=O)=O)=O 2-(2-(2-((2-(2,6-Dioxopiperidin-3-yl)-1,3-dioxoisoindolin-4-yl)oxy)acetamido)ethoxy)-ethyl methanesulfonate